(2S)-2-(9H-fluoren-9-yl-methoxycarbonyl-amino)-3-[2-(trifluoromethoxy)phenyl]propanoic acid C1=CC=CC=2C3=CC=CC=C3C(C12)N([C@H](C(=O)O)CC1=C(C=CC=C1)OC(F)(F)F)C(=O)OC